C(C1=CC=CC=C1)OC=1C=C2CCNC(C2=CC1OC)\C=C\C1=C(C=CC(=C1)C=1C=NC=C(C1)OC)C 6-(benzyloxy)-7-methoxy-1-{(E)-2-[5-(5-methoxypyridin-3-yl)-2-methylphenyl]ethenyl}-1,2,3,4-tetrahydroisoquinoline